BrC=1N=C2C(=C(C(N(C2=CC1)CC#C)=O)C#N)N1CCN(CC1)CC1=C(C=C(C=C1)F)OC 6-Bromo-4-(4-(4-fluoro-2-methoxybenzyl)piperazin-1-yl)-2-oxo-1-(prop-2-yn-1-yl)-1,2-dihydro-1,5-naphthyridin-3-carbonitril